FC1=C(C(=O)NC2=CC(=NC=C2)C(=O)N)C(=CC=C1C(F)(F)F)OC1=C(C=C(C=C1)OC(F)(F)F)OC([2H])([2H])[2H] 4-[[2-fluoro-6-[2-(trideuteriomethoxy)-4-(trifluoromethoxy)phenoxy]-3-(trifluoromethyl)benzoyl]amino]pyridine-2-carboxamide